1-(benzyl-(methyl)amino)Propan-2-ol C(C1=CC=CC=C1)N(CC(C)O)C